Tert-butyl 6-(6-((2-methoxyethyl) (methyl) amino)-2-methylhexan-3-yl)-2,6-diazaspiro[3.4]octane-2-carboxylate COCCN(CCCC(C(C)C)N1CC2(CN(C2)C(=O)OC(C)(C)C)CC1)C